2-(4-chlorophenyl)thiazole-4-carboxylic acid ethyl ester C(C)OC(=O)C=1N=C(SC1)C1=CC=C(C=C1)Cl